6-{bis[(4-methoxyphenyl)methyl]amino}-N'-(2-chloroacetyl)-1,2-diazine-3-carbohydrazide COC1=CC=C(C=C1)CN(C1=CC=C(N=N1)C(=O)NNC(CCl)=O)CC1=CC=C(C=C1)OC